2-(4-tert-butyl-5-chloro-2-methyl-phenyl)-5-(2,4-dimethyloxazol-5-yl)-1H-1,6-naphthyridin-4-one C(C)(C)(C)C1=CC(=C(C=C1Cl)C=1NC2=CC=NC(=C2C(C1)=O)C1=C(N=C(O1)C)C)C